4-(4-(1H-indol-4-yl)-7-methanesulfonyl-5,6,7,8-tetrahydropyrido[3,4-d]pyrimidin-2-yl)-3-methylmorpholine N1C=CC2=C(C=CC=C12)C=1C2=C(N=C(N1)N1C(COCC1)C)CN(CC2)S(=O)(=O)C